C(C(=C)C)(=O)OC1CC(CC(C1)C)(C)C 3,3,5-trimethyl-cyclohexanol methacrylate